S(=O)(=O)([O-])O.C(N(CC(=O)O)CC(=O)O)CN(CC(=O)O)CC(=O)O.[Na+] sodium edetate sulfate